OC=1C=C(C=CC1)C1=C(C=CC=C1)CCC(=O)N1CCN(CC1)C1=CC=C(N=N1)C(=O)NS(=O)(=O)C1=CC(=C(C=C1)NCCSC1=CC=CC=C1)C(F)(F)F 6-[4-[3-[2-(3-Hydroxyphenyl)phenyl]propanoyl]piperazin-1-yl]-N-[4-(2-phenylsulfanylethylamino)-3-(trifluoromethyl)phenyl]sulfonylpyridazine-3-carboxamide